C(C)N=S(/C=C/CNC(=O)C=1C(NC=2CCCCC2C1)=O)(=O)C1=CC(=C(C=C1)OC)F N-[(2E)-3-[(ethylimino)(3-fluoro-4-methoxyphenyl)oxo-λ6-sulfanyl]prop-2-en-1-yl]-2-oxo-1,2,5,6,7,8-hexahydroquinoline-3-carboxamide